cyclohexane-1,3,5-tri-yl triacrylate C(C=C)(=O)OC1CC(CC(C1)OC(C=C)=O)OC(C=C)=O